ClC1=CC(=CC=C1[N+](=O)[O-])C 4-chloro-2-methyl-5-nitrobenzene